3,6,9,12,15-pentaoxaoctadec-17-enyl 2-aminoacetate NCC(=O)OCCOCCOCCOCCOCCOCC=C